ethyl 2-((1r,4r)-4-(benzyloxy)cyclohexyl)-acetate C(C1=CC=CC=C1)OC1CCC(CC1)CC(=O)OCC